FC(C=1C=C(C=C(C1)C(F)(F)F)C1=NN(C=N1)\C=C/C(=O)N1CC(C1)(C(CO)=O)F)(F)F (Z)-3-(3-(3,5-bis(trifluoromethyl)phenyl)-1H-1,2,4-triazol-1-yl)-1-(3-fluoro-3-(2-hydroxyacetyl)azetidin-1-yl)prop-2-en-1-one